(1S,3S)-N-(3-cyanophenyl)-N-((4-(3-cyclopropyl-1-methyl-1H-pyrazol-5-yl)bicyclo[2.2.2]octan-1-yl)methyl)-3-hydroxy-3-(trifluoromethyl)cyclobutane-1-carboxamide C(#N)C=1C=C(C=CC1)N(C(=O)C1CC(C1)(C(F)(F)F)O)CC12CCC(CC1)(CC2)C2=CC(=NN2C)C2CC2